C(#N)NS(=O)(=O)C1=C(C=CC=C1)N[C@H](C)C=1C=C(C=C2C(C(=C(OC12)C1=CC=CC=C1)C)=O)C N-Cyano-2-[[(1R)-1-(3,6-dimethyl-4-oxo-2-phenyl-chromen-8-yl)ethyl]amino]benzenesulfonamide